C(C1=CC=CC=C1)OC(=O)N1[C@@H]([C@H]([C@@H](CC1)F)O)CC1=C(C(=CC=C1)Br)F |r| (rac)-(2r,3r,4r)-2-(3-bromo-2-fluorobenzyl)-4-fluoro-3-hydroxypiperidine-1-carboxylic acid benzyl ester